FC(C(=O)O)(F)F.CS(=O)(=O)N methanesulfonamide (trifluoroacetate)